FC1=C(C=C2C=CN(C(C2=C1)=O)CC(C[C@H](C)NC=1C=NNC(C1C(F)(F)F)=O)F)C1=NC=C(C=N1)C(F)(F)F 7-fluoro-2-[(4S)-2-fluoro-4-[[6-oxo-5-(trifluoromethyl)-1H-pyridazin-4-yl]amino]pentyl]-6-[5-(trifluoromethyl)pyrimidin-2-yl]isoquinolin-1-one